C1(=CC=CC=C1)C(C(=O)O[C@]12C=CC[C@H](CC1)N2C)(C)C2=CC=CC=C2 tropenol 2,2-diphenylpropionate